CS(=S)(=O)OS(=O)(=O)C methylsulfonyl methylthiosulfonate